N-(2,2-difluoropropyl)-5-(1-methyl-1H-benzo[d][1,2,3]triazol-6-yl)pyrrolo[2,1-f][1,2,4]triazin-2-amine FC(CNC1=NN2C(C=N1)=C(C=C2)C=2C=CC1=C(N(N=N1)C)C2)(C)F